N1(CCCCC1)C1CCN(CC1)C(CCCCCNC=1C=C2C(N(C(C2=CC1)=O)C1C(NC(CC1)=O)=O)=O)=O 5-((6-([1,4'-bipiperidin]-1'-yl)-6-oxohexyl)amino)-2-(2,6-dioxopiperidin-3-yl)isoindoline-1,3-dione